2-hydroxy-4,4'-dimethoxy-3-methylbenzophenone OC1=C(C(=O)C2=CC=C(C=C2)OC)C=CC(=C1C)OC